C(C)OC(=O)C1=CC2=C(N=C(S2)N2C3CN(CC2CC3)C(=O)OC(C)(C)C)C(=C1)Br.C(C)C1N(C(C(=C1)O)=O)[C@H](C)CC |r| ethyl-1-[(±)-butan-2-yl]-4-hydroxy-5-oxo-2,5-dihydro-1H-pyrrole ethyl-4-bromo-2-(3-(tert-butoxycarbonyl)-3,8-diazabicyclo[3.2.1]octan-8-yl)benzo[d]thiazole-6-carboxylate